O(C1=CC=CC=C1)C(=O)NC1=CC=C(C=C1)N1C(COCC1)=O N-(4-phenoxycarbonylaminophenyl)-3-morpholinone